C(C)OC1=C(C=CC(=N1)C(CS(=O)(=O)C)N1C(C2=CC=CC(=C2C1=O)NC(C)=O)=O)OC N-(2-(1-(6-ethoxy-5-methoxypyridin-2-yl)-2-(methylsulfonyl)ethyl)-1,3-dioxoisoindolin-4-yl)acetamide